C(C)(C)(C)OC(=O)N1CCC(=CC1)C1=CC=2N(C=C1)C=C(N2)C2=CC(=C(C=C2)OC)OC 4-(2-(3,4-Dimethoxyphenyl)imidazo[1,2-a]pyridin-7-yl)-3,6-dihydropyridine-1(2H)-carboxylic acid tert-butyl ester